N-(4-(5-(2-(4,4-difluoropiperidin-1-yl)-6-methylpyrimidin-4-yl)-1H-imidazol-2-yl)-3-(6-azaspiro[2.5]octan-6-yl)phenyl)methanesulfonamide FC1(CCN(CC1)C1=NC(=CC(=N1)C1=CN=C(N1)C1=C(C=C(C=C1)NS(=O)(=O)C)N1CCC2(CC2)CC1)C)F